(1R,4S,7'S)-4-(3-Chloroanilino)-7'-[(2R)-3-hydroxy-2-methylpropyl]-2',3',7',8'-tetrahydrospiro[cyclohexane-1,6'-indeno[5,6-b][1,4]dioxine]-4-carboxylic acid methyl ester COC(=O)C1(CCC2([C@H](CC3=CC=4OCCOC4C=C23)C[C@H](CO)C)CC1)NC1=CC(=CC=C1)Cl